tert-butyl (R)-(4-(hydroxymethyl)-6-methyl-6-nitroheptyl)carbamate OC[C@H](CCCNC(OC(C)(C)C)=O)CC(C)([N+](=O)[O-])C